C1(=COC=C2OC=CC=C12)C1=CC=CC2=CC=CC=C12 3,5-dioxa-1,1'-binaphthyl